C(C1=CC=CC=C1)OCC(C)(C)N 1-(benzyloxy)-2-methyl-2-propylamine